Potassium Capryloyl Glutamate N[C@@H](CCC(=O)[O-])C(=O)OC(CCCCCCC)=O.[K+]